(S)-4-((2-Hydroxyethyl)sulfonamido)-N-(4-methyl-6-(2-methylmorpholino)pyridin-2-yl)-2-(6-azaspiro[2.5]octan-6-yl)benzamide OCCS(=O)(=O)NC1=CC(=C(C(=O)NC2=NC(=CC(=C2)C)N2C[C@@H](OCC2)C)C=C1)N1CCC2(CC2)CC1